2-[(2S)-2-aminopropyl]-5-chloro-7-{[(furan-2-yl)methyl]amino}thieno[3,2-b]pyridine-3-carbonitrile N[C@H](CC1=C(C2=NC(=CC(=C2S1)NCC=1OC=CC1)Cl)C#N)C